CC1OCC1N1C(=CC2=C1N=C(N=C2)SC)C#N 7-(2-methyl-oxetan-3-yl)-2-(methylsulfanyl)-7H-pyrrolo[2,3-d]pyrimidine-6-carbonitrile